(R)-6-((3-fluorobicyclo[1.1.1]pentan-1-yl)methyl)-4-(3-methylmorpholinyl)-2-(1H-pyrazol-3-yl)-8,9-dihydro-1,3,6,9a-tetraazabenzo[cd]azulene-7(6H)-one FC12CC(C1)(C2)CN2C=1C3=C(C(=NN3CCC2=O)C2=NNC=C2)N=C(C1)N1[C@@H](COCC1)C